(S)-2-((R)-3-Methyl-morpholin-4-yl)-9-pyridin-4-yl-8-trifluoromethyl-6,7,8,9-tetrahydro-pyrimido[1,2-a]-pyrimidin-4-one C[C@H]1N(CCOC1)C=1N=C2N(C(C1)=O)CC[C@H](N2C2=CC=NC=C2)C(F)(F)F